di(2-ethylhexyl)4-methoxybenzalmalonate C(C)C(CC1=C(C(=C(C(=O)[O-])C(=O)[O-])CC(CCCC)CC)C=CC(=C1)OC)CCCC